tert-butyl (2R,3R)-3-((7-chloro-8-fluoro-2-(((2S,4R)-4-fluoro-1-methylpyrrolidin-2-yl)methoxy)pyrido[4,3-d]pyrimidin-4-yl)(methyl)amino)-2-methylpyrrolidine-1-carboxylate ClC1=C(C=2N=C(N=C(C2C=N1)N([C@H]1[C@H](N(CC1)C(=O)OC(C)(C)C)C)C)OC[C@H]1N(C[C@@H](C1)F)C)F